alpha-monochloro-naphthalene ClC1=CC=CC2=CC=CC=C12